O1C(NC=C1)=O Oxazol-2-ON